(Ra)-6-(1-([1,1'-Biphenyl]-4-ylmethyl)-4-ethoxy-1H-pyrrolo[3,2-c]pyridin-7-carboxamido)spiro[3.3]heptan C1(=CC=C(C=C1)CN1C=CC=2C(=NC=C(C21)C(=O)NC2CC1(CCC1)C2)OCC)C2=CC=CC=C2